C(C=C)(=O)NC1=C(C2=C(C(N(C(C2)C)C(=O)OC(C)(C)C)C)S1)C=1SC2=C(N1)C=C(C=C2)Br tert-Butyl 2-acrylamido-3-(5-bromobenzo[d]thiazol-2-yl)-5,7-dimethyl-4,7-dihydrothieno[2,3-c]pyridine-6(5H)-carboxylate